(1S,2R,3S,4S,5S)-3-(benzyloxy)-4-iodo-6,8-dioxabicyclo[3.2.1]octan-2-yl benzoate C(C1=CC=CC=C1)(=O)O[C@@H]1[C@@H]2CO[C@H]([C@H]([C@H]1OCC1=CC=CC=C1)I)O2